FC=1C=C2C(=NC1)N(C=C2I)S(=O)(=O)C2=CC=C(C)C=C2 5-fluoro-3-iodo-1-tosyl-1H-pyrrolo[2,3-b]pyridine